C(C)(C)(C)OC(=O)N1CCN(CC1)C1=C(C(=C(C=C1)C1C(NC(CC1)=O)=O)C)F.FC1(CCC(CC1)NC1CCC2=CC=C(C=C12)NC(C=C)=O)F N-(3-((4,4-difluorocyclohexyl)amino)-2,3-dihydro-1H-inden-5-yl)acrylamide Tert-butyl-4-[4-(2,6-dioxo-3-piperidyl)-2-fluoro-3-methyl-phenyl]piperazine-1-carboxylate